C(C(C)(C)C)(=O)[O-].C(CCC)[N+](CC1=CC=C(C=C1)OC)(CCCC)CCCC N,N,N-Tributyl-N-(4-methoxybenzyl)ammonium pivalat